FC1=C(C=C(C=C1F)C1=C(C=NN1C(F)F)N)C(CCC[C@H](C(=O)O)C)(OC)OC (R)-6-(2,3-difluoro-5-(1-difluoromethyl-4-amino-1H-pyrazol-5-yl)phenyl)-6,6-dimethoxy-2-methylhexanoic acid